N=1N(N=C2C1C=CC=C2)C2=C(C(=CC(=C2)CCCC)CCCCCCCCCCC)O 2-(2H-Benzotriazol-2-yl)-6-undecyl-4-butylphenol